COC(CCC[C@@H](C)[C@H]1CC[C@H]2[C@@H]3CC[C@H]4[C@H]([C@H](CC[C@]4(C)[C@H]3CC[C@]12C)O)O)C1=C(C=CC=C1)OC 24-[methoxy(2-methoxyphenyl)methyl]-5α-cholane-3β,4β-diol